BrC=1C=C(C2=C(N=C(S2)Cl)C1)OC(F)(F)F 5-bromo-2-chloro-7-(trifluoromethoxy)benzo[d]Thiazole